(4-(1-(2,6-difluorophenyl)azetidin-3-yl)benzyl)piperidine-4-carboxylic acid FC1=C(C(=CC=C1)F)N1CC(C1)C1=CC=C(CN2CCC(CC2)C(=O)O)C=C1